2-(cyclopropylamino)propan-1-ol C1(CC1)NC(CO)C